N-(2-chloro-4-pyrimidinyl)-4-methylbenzenesulfonamide ClC1=NC=CC(=N1)NS(=O)(=O)C1=CC=C(C=C1)C